C(C1=CC=CC=C1)OC1=NC(=CC=C1N1C(N(C2=C1C=CC(=C2F)Br)C)=O)OCC2=CC=CC=C2 1-(2,6-bis(benzyloxy)pyridin-3-yl)-5-bromo-4-fluoro-3-methyl-1H-benzo[d]imidazol-2(3H)-one